2-(5-(2-((S)-3-fluoropyrrolidin-1-yl)ethyl)-2-oxo-4-(trifluoromethyl)pyridin-1(2H)-yl)-4-methylpentanoic acid F[C@@H]1CN(CC1)CCC=1C(=CC(N(C1)C(C(=O)O)CC(C)C)=O)C(F)(F)F